Cl.CN(CCN(C1=C(C=C(C(=C1)OC)NC1=NC=CC(=N1)N1C(NC2=C1C=CC(=C2)F)=O)NC(C=C)=O)C)C N-(2-((2-(dimethylamino)ethyl)(methyl)amino)-5-(4-(5-fluoro-2-oxo-2,3-dihydrobenzo[d]imidazol-1-yl)pyrimidin-2-ylamino)-4-methoxyphenyl)acrylamide hydrochloride